4-(bis(2-(benzyloxy)ethyl)amino)butanoic acid C(C1=CC=CC=C1)OCCN(CCCC(=O)O)CCOCC1=CC=CC=C1